1,1-dioxothiane-4-carboxylic acid benzyl ester C(C1=CC=CC=C1)OC(=O)C1CCS(CC1)(=O)=O